1,3,5-Tris(2,2-dimethylpropionyl-amino)benzol CC(C(=O)NC1=CC(=CC(=C1)NC(C(C)(C)C)=O)NC(C(C)(C)C)=O)(C)C